6-bromo-2,3-dihydro-1H-pyrido[2,3-b][1,4]oxazine BrC=1C=CC2=C(OCCN2)N1